methyl methyl (3-(nonyloxy)propyl) phosphate P(=O)(OC)(OC)OCCCOCCCCCCCCC